1,1,1,3,3,3-Hexafluoropropan-2-yl 1-(2-(piperidin-1-yl)-4-(trifluoromethyl) benzyl)-1,8-diazaspiro[4.5]decane-8-carboxylate N1(CCCCC1)C1=C(CN2CCCC23CCN(CC3)C(=O)OC(C(F)(F)F)C(F)(F)F)C=CC(=C1)C(F)(F)F